tert-Butyl (3S)-3-[2-[(4R)-4-benzyl-2-oxo-oxazolidin-3-yl]-2-oxo-ethyl]pyrrolidine-1-carboxylate C(C1=CC=CC=C1)[C@H]1N(C(OC1)=O)C(C[C@H]1CN(CC1)C(=O)OC(C)(C)C)=O